7-methyl-6-(1-(pyrazolo[1,5-a]pyrimidin-3-ylsulfonyl)piperidin-4-yl)-[1,2,4]triazolo[1,5-a]pyridine CC1=CC=2N(C=C1C1CCN(CC1)S(=O)(=O)C=1C=NN3C1N=CC=C3)N=CN2